2-(2-(4-chlorophenyl)-1H-benzimidazol-5-yl)-5-(morpholin-4-yl)isoindolin-1-one ClC1=CC=C(C=C1)C1=NC2=C(N1)C=CC(=C2)N2C(C1=CC=C(C=C1C2)N2CCOCC2)=O